methyl 5-(3-cyclohexyl-6,7-difluoro-2-oxoindolin-3-yl)-2-hydroxybenzoate C1(CCCCC1)C1(C(NC2=C(C(=CC=C12)F)F)=O)C=1C=CC(=C(C(=O)OC)C1)O